8-Chloro-6-(2-(4-methylpiperazin-1-yl)ethoxy)-N-(4-(trifluoromethyl)pyridin-2-yl)chinolin-2-amin ClC=1C=C(C=C2C=CC(=NC12)NC1=NC=CC(=C1)C(F)(F)F)OCCN1CCN(CC1)C